(M)-6,7-dichloro-4-(cis-2,6-dimethyl-4-(2-propenoyl)-1-piperazinyl)-1-(4-methyl-2-(2-propanyl)-3-pyridinyl)pyrido[2,3-d]pyrimidin-2(1H)-one ClC1=CC2=C(N(C(N=C2N2[C@H](CN(C[C@H]2C)C(C=C)=O)C)=O)C=2C(=NC=CC2C)C(C)C)N=C1Cl